calcium dipalmitate C(CCCCCCCCCCCCCCC)(=O)[O-].C(CCCCCCCCCCCCCCC)(=O)[O-].[Ca+2]